3-(5-(2-(4-(5-(difluoromethyl)-1,3,4-oxadiazol-2-yl)benzyl)-2H-tetrazol-5-yl)-2-hydroxyphenyl)-1,1-dimethylurea FC(C1=NN=C(O1)C1=CC=C(CN2N=C(N=N2)C=2C=CC(=C(C2)NC(N(C)C)=O)O)C=C1)F